C[N+](CC1OC1)(CC1OC1)C N,N-dimethyl-N-(oxiranylmethyl)-oxiranemethanaminium